3H-pyrido[4,3-d]pyrimidin-4-one N1=CNC(C2=C1C=CN=C2)=O